ClC1(N(C(C(C=C1C=1C=NC=CC1)Cl)=O)CC)C1=C(C=CC=C1F)F 2,5-dichloro-2-(2,6-difluorophenyl)-1-ethyl-[3,3'-bipyridin]-6(1H)-one